N-(2,6-dichloropyridin-4-yl)pivaloyl-amide ClC1=NC(=CC(=C1)[N-]C(C(C)(C)C)=O)Cl